1-methyl-4-nitrosopiperazine CN1CCN(CC1)N=O